FC1=C(C=2N(C=C1)C(=CN2)C)C 7-fluoro-3,8-dimethylimidazo[1,2-a]pyridine